NC1=NC=CC=C1C1=NC=2C(=NC(=CC2)C2=CCCCC2)N1C1=CC=C(CN2CCC(CC2)NC(OC(C)(C)C)=O)C=C1 tert-butyl (1-(4-(2-(2-aminopyridin-3-yl)-5-(cyclohex-1-en-1-yl)-3H-imidazo[4,5-b]pyridin-3-yl)benzyl)piperidin-4-yl)carbamate